tert-butyl (S)-3-(((S)-1-(tert-butoxy)-3-methyl-1-oxobutan-2-yl)(methyl)carbamoyl)pyrrolidine-1-carboxylate C(C)(C)(C)OC([C@H](C(C)C)N(C(=O)[C@@H]1CN(CC1)C(=O)OC(C)(C)C)C)=O